ClC1=C(C=C2C(C(=CN(C2=N1)C1=NC=C(C=C1F)F)C(=O)NC(C(F)(F)F)C(F)(F)F)=O)F 7-chloro-1-(3,5-difluoropyridin-2-yl)-6-fluoro-N-(1,1,1,3,3,3-hexafluoropropan-2-yl)-4-oxo-1,4-dihydro-1,8-naphthyridine-3-carboxamide